C1(CC1)C1=C(C(=NO1)C1=C(C=CC=C1)OC(F)(F)F)COC1C[C@H]2CC[C@@H](C1)N2C2=CC=C(C=C2)B2OC(C(O2)(C)C)(C)C 5-cyclopropyl-4-((((1R,3R,5S)-8-(4-(4,4,5,5-tetramethyl-1,3,2-dioxaborolan-2-yl)phenyl)-8-azabicyclo[3.2.1]octan-3-yl)oxy)methyl)-3-(2-(trifluoromethoxy)phenyl)isoxazole